2-[(phenylmethyloxy)ethyl]-1-azoniabicyclo[2.2.2]octane bromide [Br-].C1(=CC=CC=C1)COCCC1[NH+]2CCC(C1)CC2